C1(CC1)CC1=NC(=NO1)C=1C(=C(C=CC1)NC1=CC=NC=C1C(=O)NC([2H])([2H])[2H])OC 4-((3-(5-(cyclopropylmethyl)-1,2,4-oxadiazol-3-yl)-2-methoxyPhenyl)amino)-N-(methyl-d3)nicotinamide